2,4-dichloro-N-(4-fluorophenyl)pyrimidine-5-carboxamide ClC1=NC=C(C(=N1)Cl)C(=O)NC1=CC=C(C=C1)F